NC(=CC(=O)OCC)CC1=C(C=CC=C1)[N+](=O)[O-] ethyl 3-amino-4-(2-nitrophenyl)but-2-enoate